2-methoxy-6-(6-methoxy-4-((5-methyl-2-(tetrahydro-2H-pyran-4-yl)thiazole-4-yl)methoxy)pyrazolo[1,5-a]Pyridopyridin-2-yl)imidazo[2,1-b][1,3,4]-Thiadiazole COC1=NN2C(S1)=NC(=C2)C=2NN1C(=C(C=C3C1=CC=CN3OC)OCC=3N=C(SC3C)C3CCOCC3)C2